2-(4-(benzo[d]thiazol-2-ylmethyl)piperazin-1-yl)-4-cyclopropyl-6-ethylbenzonitrile S1C(=NC2=C1C=CC=C2)CN2CCN(CC2)C2=C(C#N)C(=CC(=C2)C2CC2)CC